(Z)-6-hydroxy-2-(quinolin-8-ylmethylene)benzofuran-3(2H)-one OC1=CC2=C(C(/C(/O2)=C/C=2C=CC=C3C=CC=NC23)=O)C=C1